COC(=O)NC(=NC(=O)OC)SC 1,3-Bis(methoxycarbonyl)-S-Methylisothiourea